CC=1N=C2N(N=C(C=C2C)C=2C=C3C(NC(=NC3=CC2)N2CCNC3(CC3)C2)=O)C1 6-(2,8-dimethylimidazo[1,2-b]pyridazin-6-yl)-2-(4,7-diazaspiro[2.5]octan-7-yl)quinazolin-4(3H)-one